2-[7-amino-6-[3-(4-piperidinyl)prop-1-ynyl]imidazo[1,2-a]pyrimidin-2-yl]phenol NC1=NC=2N(C=C1C#CCC1CCNCC1)C=C(N2)C2=C(C=CC=C2)O